Cl.N[C@@H]1CC[C@H](CC1)C(=O)OC methyl trans-4-aminocyclohexanate hydrochloride